S(=O)(=O)(O)OCCO ethylene glycol Sulfate